[N+](=O)([O-])C1=CC=C(C=C1)N1N=C(CCC1=O)C1=CC=CC=C1 2-(4-nitrophenyl)-6-phenyl-4,5-dihydropyridazin-3(2H)-one